C(C)(C)(C)OC(=O)N(C1=CC(=NC(=C1)C)NC1=C(C(=C2C(=N1)CCO2)[C@H]2CCN(CCC2)C(=O)OC(C)(C)C)F)C |r| tert-butyl rac-(4R)-4-[5-[[4-[tert-butoxycarbonyl(methyl)amino]-6-methyl-2-pyridyl]amino]-6-fluoro-2,3-dihydrofuro[3,2-b]pyridin-7-yl]azepane-1-carboxylate